2-[3-(4-fluorophenyl)-1,2,4-oxadiazol-5-yl]-2-methylpropionamide FC1=CC=C(C=C1)C1=NOC(=N1)C(C(=O)N)(C)C